(2R,4S)-1-tert-butyl 2-methyl 4-(6-chloro-1a,2-dihydro-1H-cyclopropa[c]quinolin-3(7bH)-yl)pyrrolidine-1,2-dicarboxylate ClC1=CC=2C3C(CN(C2C=C1)[C@H]1C[C@@H](N(C1)C(=O)OC(C)(C)C)C(=O)OC)C3